4-[4-[3-Chloro-4-[2-(3,5-difluoro-2-pyridinyl)-2-(dimethylamino)ethoxy]pyrazolo[1,5-a]pyridin-6-yl]-5-methyl-triazol-1-yl]piperidine-1-carboxylic acid tert-butyl ester C(C)(C)(C)OC(=O)N1CCC(CC1)N1N=NC(=C1C)C=1C=C(C=2N(C1)N=CC2Cl)OCC(N(C)C)C2=NC=C(C=C2F)F